FC=1C=C(C#N)C=CC1COC1=NC(=CC=C1)N1C[C@@H](NCC1)CO (R)-3-fluoro-4-(((6-(3-(hydroxymethyl)piperazin-1-yl)pyridin-2-yl)oxy)methyl)benzonitrile